BrCCOCCNC(O)=O N-[2-(2-bromoethoxy)ethyl]carbamic acid